N1-(((S)-1,2,3,4-tetrahydroisoquinolin-3-yl)methyl)-N1-((S)-5,6,7,8-tetrahydroquinolin-8-yl)butane-1,4-diamine C1N[C@@H](CC2=CC=CC=C12)CN(CCCCN)[C@H]1CCCC=2C=CC=NC12